[Mg+2].I(=O)(=O)(=O)[O-].I(=O)(=O)(=O)[O-].[Ag+] silver diperiodate magnesium salt